COC(C1=CC(=NC=C1)C1=CC=C(C=C1)Br)=O 2-(4-bromophenyl)isonicotinic acid methyl ester